7-Chloro-5-(2-(morpholinomethyl)-1H-pyrrolo[2,3-b]pyridin-4-yl)-1H-indazol-3-amine ClC=1C=C(C=C2C(=NNC12)N)C1=C2C(=NC=C1)NC(=C2)CN2CCOCC2